C(=C)C1=C(C=CC=C1)C Vinyltoluol